1-tetradecanoyl-2-(9Z,12Z,15Z-octadecatrienoyl)-glycero-3-phosphoserine CCCCCCCCCCCCCC(=O)OC[C@H](COP(=O)(O)OC[C@@H](C(=O)O)N)OC(=O)CCCCCCC/C=C\C/C=C\C/C=C\CC